C(C1=CC=CC=C1)OC1=NN2C(C=CC=C2)=C1C(=O)NC1=CC2=C(N(N=N2)C2=CC=CC=C2)C=C1 2-(Benzyloxy)-N-(1-phenyl-1H-benzo[d][1,2,3]triazol-5-yl)pyrazolo[1,5-a]pyridine-3-carboxamide